FC=1C=C(C=C(C1)F)[C@H]1N(OCC1)C(=O)C1CCC(CC1)CC=1C=CC=2N(N1)N=C(N2)C [(3S)-3-(3,5-difluorophenyl)-1,2-oxazolidin-2-yl]-[4-[(2-methyl-[1,2,4]triazolo[1,5-b]pyridazin-6-yl)methyl]cyclohexyl]methanone